C1(CC1)C1=NNC(=N1)C1CC2(CN(C2)C(=O)N2CCC(CC2)C23CC(C2)(C3)C=3OC(=NN3)CC(C)(C)C)C1 [6-(3-cyclopropyl-1H-1,2,4-triazol-5-yl)-2-azaspiro[3.3]heptan-2-yl]-[4-[3-(5-neopentyl-1,3,4-oxadiazol-2-yl)-1-bicyclo[1.1.1]pentanyl]piperidino]methanone